[Si](C)(C)(C(C)(C)C)OCC=1C=C(C=CC1C)[C@@H](C(C(=O)OCC1=CC=CC=C1)C)C1=C(C2=C(N(N=N2)CC)C=C1)C (3R)-benzyl 3-(3-(((tert-butyldimethylsilyl)oxy)methyl)-4-methylphenyl)-3-(1-ethyl-4-methyl-1H-benzo[d][1,2,3]triazol-5-yl)-2-methylpropanoate